bromothiophen BrC=1SC=CC1